(4-{3-[4-(3-{4-chloro-3-ethyl-1H-pyrrolo[2,3-b]pyridin-3-yl}phenyl)-3-oxopiperazin-1-yl]propyl}piperazin-1-yl)carboxylic acid tert-butyl ester C(C)(C)(C)OC(=O)N1CCN(CC1)CCCN1CC(N(CC1)C1=CC(=CC=C1)C1(CNC2=NC=CC(=C21)Cl)CC)=O